tert-Butyl 3-((3-((quinoxalin-6-ylmethyl)amino)pyridin-4-yl)oxy)pyrrolidine-1-carboxylate N1=CC=NC2=CC(=CC=C12)CNC=1C=NC=CC1OC1CN(CC1)C(=O)OC(C)(C)C